C1(CCC1)N(C(OC(C)(C)C)=O)C1CN(CC1)C=1N=NC(=CC1)C1=NC(=C(C=C1)C1=CN=C(S1)C)F tert-butyl N-cyclobutyl-N-(1-{6-[6-fluoro-5-(2-methyl-1,3-thiazol-5-yl)pyridin-2-yl]pyridazin-3-yl}pyrrolidin-3-yl)carbamate